CC1=NN(C(=C1C=1N(N=CC1)C)C)CC(=O)NC1=NC=C(C=C1)C1=NC=CN=C1 2-[3,5-dimethyl-4-(2-methylpyrazol-3-yl)pyrazol-1-yl]-N-(5-pyrazin-2-yl-2-pyridyl)acetamide